CNC=1N=CC(=C2C=C(N=CC12)NC(=O)C1CC1)C=1OC2=C(N1)C=C(C=C2)NC(C=C)=O N-(8-(methylamino)-5-(5-acrylamidobenz[d]oxazol-2-yl)-2,7-naphthyridin-3-yl)cyclopropanecarboxamide